2,4,6-trimethylbenzoyl-ethyl-phenyl-phosphinite CC1=C(C(=O)C2=C(C=CC=C2)P([O-])CC)C(=CC(=C1)C)C